[Ni+2].FC1=C(C(=C(C(=C1F)F)F)F)C=1C2=CC=C(N2)C(=C2C=CC(C(=C3C=CC(=C(C=4C=CC1N4)C4=C(C(=C(C(=C4F)F)F)F)F)N3)C3=C(C(=C(C(=C3F)F)F)F)F)=N2)C2=C(C(=C(C(=C2F)F)F)F)F 5,10,15,20-tetrakis(2,3,4,5,6-pentafluorophenyl)porphyrin nickel (II)